[U].[Sb] antimony-uranium